ClC=1C=C(C=C2C=CN(C12)C1=CC=C(C=C1)C(F)(F)F)C(C(=O)N)=C (7-chloro-1-(4-(trifluoromethyl)phenyl)-1H-indol-5-yl)acrylamide